FC=1C=2N(C=C(C1)NC(=O)C=1C=CC(=C3C=NC(=NC13)OCCOC)N1CCNCC1)C=C(N2)C N-{8-fluoro-2-methylimidazo[1,2-a]pyridin-6-yl}-2-(2-methoxyethoxy)-5-(piperazin-1-yl)quinazolin-8-carboxamide